C1(CCCCC1)C1=CC=C(C=C1)NC=1C2=C(N=C(N1)C1=CC(=NC=C1)OC)C(N(C2)C(C)C)=O 4-[(4-cyclohexylphenyl)amino]-2-(2-methoxypyridin-4-yl)-6-(propan-2-yl)-5,6-dihydro-7H-pyrrolo[3,4-d]pyrimidin-7-one